(S)-2-chloro-N-(3-chloro-4-fluorophenyl)-3-(2-((1-(3-methyl-1,2,4-oxadiazol-5-yl)ethyl)amino)-2-oxoacetyl)-5,6,7,8-tetrahydroindolizine-1-carboxamide ClC=1C(=C2CCCCN2C1C(C(=O)N[C@@H](C)C1=NC(=NO1)C)=O)C(=O)NC1=CC(=C(C=C1)F)Cl